C(C1=CC=CC=C1)[C@H]1N(C(OC1)=O)C(CCl)=O (R)-4-benzyl-3-chloroacetyl-2-oxazolidinone